N-((S)-1-(2-((3S,5R)-3,5-dimethylpiperazin-1-yl)pyrimidin-4-yl)ethyl)-5-(tetrahydro-2H-pyran-4-yl)-7H-pyrrolo[2,3-d]pyrimidin-4-amine C[C@H]1CN(C[C@H](N1)C)C1=NC=CC(=N1)[C@H](C)NC=1C2=C(N=CN1)NC=C2C2CCOCC2